1-dodecoxy-2,4-diaminobenzene C(CCCCCCCCCCC)OC1=C(C=C(C=C1)N)N